C=C(CCC)CCCCCCCC 4-methylenedodecane